C(C1=CC=CC=C1)OC1=C2C(=NN=C1Cl)NCC1(N2CCC1)C(F)F (benzyloxy)-2-chloro-6a-(difluoromethyl)-5,6,6a,7,8,9-hexahydropyrrolo[1',2':4,5]pyrazino[2,3-c]pyridazine